sodium lauroyl methylglycinate CNCC(=O)OC(CCCCCCCCCCC)=O.[Na]